3-((6-methoxypyridin-3-yl)methyl)-7-((3-phenyloxetan-3-yl)oxy)pyrido[3,4-d]pyridazin-4(3H)-one COC1=CC=C(C=N1)CN1N=CC2=C(C1=O)C=NC(=C2)OC2(COC2)C2=CC=CC=C2